pyridin-2-ylamino-pyrido[2,3]pyrimidin-7-one N1=C(C=CC=C1)NC1=NC=2C(C=N1)=NCC(C2)=O